4-(3-(5-methoxy-2-(1-methyl-1H-pyrazol-4-yl)-4-nitrophenyl)-3-azaspiro[5.5]undec-9-yl)piperazine-1-carboxylic acid benzyl ester C(C1=CC=CC=C1)OC(=O)N1CCN(CC1)C1CCC2(CCN(CC2)C2=C(C=C(C(=C2)OC)[N+](=O)[O-])C=2C=NN(C2)C)CC1